3-oxo-tetrahydro-2H-thiopyran-2-carboxylic acid ethyl ester C(C)OC(=O)C1SCCCC1=O